N-cyclopropyl-N-((4-methyl-3-oxoquinuclidin-2-yl)methyl)methanesulfonamide C1(CC1)N(S(=O)(=O)C)CC1N2CCC(C1=O)(CC2)C